2-(2,6-dioxo-3-piperidyl)-5-[4-(4-piperidylmethyl)piperazin-1-yl]isoindoline-1,3-dione trifluoroacetate FC(C(=O)O)(F)F.O=C1NC(CCC1N1C(C2=CC=C(C=C2C1=O)N1CCN(CC1)CC1CCNCC1)=O)=O